CC1=C(C(=CC=C1)C)N1CN(CC1)C1=C(C=CC=C1C)C 1,3-di(2,6-dimethylphenyl)imidazoline